isopropyl (2-(2-(cyclopropylsulfonyl)-4-((5-methyl-1H-pyrazol-3-yl)amino)phenyl)-4,5,6,7-tetrahydrobenzo[d]thiazol-6-yl)carbamate C1(CC1)S(=O)(=O)C1=C(C=CC(=C1)NC1=NNC(=C1)C)C=1SC2=C(N1)CCC(C2)NC(OC(C)C)=O